C(#N)C(=C1C=C(OC(=C1)C)C)C#N 4-(dicyanomethylene)-2,6-dimethyl-4H-pyran